N5-((R)-2-cyclopropyl-3-oxo-3-(((S)-11-oxo-2,3,10,11-tetrahydro-1H,5H-benzo[d]pyrazolo[1,2-a][1,2]diazepin-10-yl)amino)propyl)-N2-isopropyl-4-methylthiazole-2,5-dicarboxamide C1(CC1)[C@H](CNC(=O)C1=C(N=C(S1)C(=O)NC(C)C)C)C(N[C@H]1C2=C(CN3N(C1=O)CCC3)C=CC=C2)=O